cumyl peroxypivalate C(C(C)(C)C)(=O)OOC(C)(C)C1=CC=CC=C1